C(=O)C=1C=C(C=CC1OC1=CC=NC2=CC=C(C=C12)S(=O)(=O)C)CC(=O)OC methyl 2-(3-formyl-4-((6-(methylsulfonyl)quinolin-4-yl)oxy)phenyl)acetate